ClC=1C=C(C=CC1)C1=CN=C(O1)C1=NN(C(C=C1)=O)CC(=O)NCC 2-[3-[5-(3-chlorophenyl)-1,3-oxazol-2-yl]-6-oxopyridazin-1-yl]-N-ethylacetamide